C(C)(C)C1=CC=CC=2C(C3=CC=CC=C3SC12)=O 4-isopropyl-9H-thioxanthone